C(C)OC(=O)C[N+]1=CNC=C1 3-ethoxycarbonylmethylimidazolium